COC1(COC1)C1=CC=C(C=C1)C(=O)N1CCC(CC1)OC1=CSC(=C1)C(F)(F)F (4-(3-methoxyoxetan-3-yl)phenyl)(4-((5-(trifluoromethyl)thiophen-3-yl)oxy)piperidin-1-yl)methanone